2-(4-(methoxycarbonyl)phenyl)-1H-pyrrole-1-carboxylic acid tert-butyl ester C(C)(C)(C)OC(=O)N1C(=CC=C1)C1=CC=C(C=C1)C(=O)OC